FC=1C=C(C=CC1OC)C=1N=CC(=NC1)CO (5-(3-fluoro-4-methoxyphenyl)pyrazin-2-yl)methanol